C(CCCCCCCCCCCCCCCCCCC)(=O)OCCC(CCCCCCCCCC)CCCCCCCC 3-octyltridecyl icosanoate